(R,E)-2-cyano-N-(1-phenylpropyl)-3-(1H-pyrrolo[2,3-b]pyridin-3-yl)acrylamide C(#N)/C(/C(=O)N[C@H](CC)C1=CC=CC=C1)=C\C1=CNC2=NC=CC=C21